[Na+].P(=O)([O-])([O-])OC[C@@H](COC(CCCCCCC\C=C/CCCCCCCC)=O)O.[Na+] 1-oleoyl-sn-glycerol 3-phosphate sodium salt